3-(6-(3-chloropropoxy)-1-methyl-1H-indazol-3-yl)piperidine-2,6-dione ClCCCOC1=CC=C2C(=NN(C2=C1)C)C1C(NC(CC1)=O)=O